(6S,9R)-7,7-difluoro-9-(4-fluoro-3-methylphenyl)spiro[4.5]decan-6-ol FC1([C@H](C2(CCCC2)C[C@H](C1)C1=CC(=C(C=C1)F)C)O)F